Ethyl 3-((S)-2-((tert-butoxycarbonyl) amino) propoxy)-2-hydroxypropionate C(C)(C)(C)OC(=O)N[C@H](COCC(C(=O)OCC)O)C